N-(2-fluoro-5-((4-(1-(2-hydroxyethyl)-1H-indol-3-yl)pyrimidin-2-yl)amino)-4-methoxyphenyl)propanamide FC1=C(C=C(C(=C1)OC)NC1=NC=CC(=N1)C1=CN(C2=CC=CC=C12)CCO)NC(CC)=O